O1C(=CC=C1)C(=O)NC1=CC=C2C(=N1)C(=CN2)C2CCN(C=C2)CCCC 5-(2-furoyl)amino-3-(1-butyl-1,2,3,4-tetrahydropyridin-4-yl)pyrrolo[3,2-b]pyridine